2-[3-(trimethoxysilyl)propyl]-2H-tetrazole CO[Si](CCCN1N=CN=N1)(OC)OC